4-((4-(2-(2,6-Dioxopiperidin-3-yl)-1-oxoisoindoline-5-yl)piperidin-1-yl)methyl)piperidine O=C1NC(CCC1N1C(C2=CC=C(C=C2C1)C1CCN(CC1)CC1CCNCC1)=O)=O